OCC(C)C=1NC(C2=C(N1)C(=NC(=C2)C2=CC=C(C=C2)C(F)(F)F)C=2C=NN(C2)C)=O (1-hydroxy-prop-2-yl)-8-(1-methyl-1H-pyrazol-4-yl)-6-(4-(trifluoromethyl)phenyl)pyrido[3,4-d]pyrimidin-4(3H)-one